chloroformic acid p-nitrobenzyl ester [N+](=O)([O-])C1=CC=C(COC(=O)Cl)C=C1